1-[1-(4,6-dichloropyridin-3-yl)ethyl]-6-{3-[(3R)-1-(2-hydroxyethyl)piperidin-3-yl]azetidin-1-yl}pyrrolo[3,2-b]pyridine-3-carbonitrile ClC1=C(C=NC(=C1)Cl)C(C)N1C=C(C2=NC=C(C=C21)N2CC(C2)[C@@H]2CN(CCC2)CCO)C#N